ClC=1C=2N(C=CC1)N=C(C2)[C@@H]2N(CCC1=C2N=CN1)C(=O)C1=NC(=NN1C)C1CC1 (R)-(4-(4-chloropyrazolo[1,5-a]pyridin-2-yl)-6,7-dihydro-1H-imidazo[4,5-c]pyridin-5(4H)-yl)(3-cyclopropyl-1-methyl-1H-1,2,4-triazol-5-yl)methanone